C(C)(=O)N1CC(C1)N1C(C2=CC=C(C=C2C1=O)[N+](=O)[O-])=O 2-(1-acetylazetidin-3-yl)-5-nitroisoindoline-1,3-dione